N-(3,5-Dimethoxyphenyl)-2-ethynyl-N-(1-(isopropylsulfonyl)-2-oxopyrrolidin-3-yl)thiazole-4-carboxamide COC=1C=C(C=C(C1)OC)N(C(=O)C=1N=C(SC1)C#C)C1C(N(CC1)S(=O)(=O)C(C)C)=O